[Mg+2].S(=O)(=O)([O-])[O-] sulphate magnesium salt